(1S,4S)-4-ethoxy-N-(2-((R)-9-(pyridine-2-yl)-6-oxaspiro[4.5]decan-9-yl)ethyl)-1,2,3,4-tetrahydronaphthalene-1-amine fumarate C(\C=C\C(=O)O)(=O)O.C(C)O[C@H]1CC[C@@H](C2=CC=CC=C12)NCC[C@]1(CCOC2(CCCC2)C1)C1=NC=CC=C1